(E)-N-(2-chloro-5-(1,3-dioxo-1,3,4,5,6,7-hexahydro-2H-isoindol-2-yl)-4-fluorophenyl)but-2-enamide ClC1=C(C=C(C(=C1)F)N1C(C=2CCCCC2C1=O)=O)NC(\C=C\C)=O